OC12CC3C(C(CC(C1)C3)C2)N trans-1-hydroxyadamantan-4-amine